CC(=O)N[C@H](CS)C(=O)O n-acetyl-D-cysteine